(5-(3-chloro-4-cyclopropylphenyl)-4-methyl-2,3-dihydro-1H-inden-1-yl)-3-methylazetidin-3-ol ClC=1C=C(C=CC1C1CC1)C=1C(=C2CCC(C2=CC1)N1CC(C1)(O)C)C